OC(C)(C)C1=CN=C(S1)C1=CC(=CC(=N1)NC1=CC2=C(C=N1)N(C(N2[C@H]2C[C@](CC2)([2H])NC(OC)=O)=O)C([2H])([2H])[2H])C methyl ((1R,3R)-3-(6-((6-(5-(2-hydroxypropan-2-yl)thiazol-2-yl)-4-methylpyridin-2-yl)amino)-3-(methyl-d3)-2-oxo-2,3-dihydro-1H-imidazo[4,5-c]pyridin-1-yl)cyclopentyl-1-d)carbamate